2-Oxo-L-Histidine O=C1N=CC(C[C@H](N)C(=O)O)=N1